2-(Thiocyanomethylthio)benzothiazole S(C#N)CSC=1SC2=C(N1)C=CC=C2